COC(=O)C1=NOC2=C1C=CC=C2 benzo[d]isoxazole-3-carboxylic acid methyl ester